CC1(CCC(CCC1)NC(=O)C=1C(N(C2=NC=CC=C2C1O)CCN1CCOCC1)=O)C N-(4,4-dimethylcycloheptyl)-4-hydroxy-1-(2-morpholinoethyl)-2-oxo-1,2-dihydro-1,8-naphthyridine-3-carboxamide